COCC1=C(C=CC(=C1)N)N 2-methoxymethyl-1,4-phenylenediamine